(R)-4-Fluoro-N-[3-(1-hydroxycarbamoylmethyl-2-naphthalen-2-yl-ethyl)-3H-[1,2,3]triazol-4-ylmethyl]-benzamide FC1=CC=C(C(=O)NCC=2N(N=NC2)[C@H](CC2=CC3=CC=CC=C3C=C2)CC(NO)=O)C=C1